C1(CC1)C1=C(C=CC(=C1)F)N(C(=O)C=1NC=CN1)C1=CC=C(C2=NON=C21)[N+](=O)[O-] N-(2-cyclopropyl-4-fluorophenyl)-N-(7-nitrobenzo[c][1,2,5]oxadiazol-4-yl)-1H-imidazole-2-carboxamide